N4-(2-(dimethylamino)ethyl)-N2-(3-(trifluoromethyl)phenyl)quinazoline-2,4-diamine CN(CCNC1=NC(=NC2=CC=CC=C12)NC1=CC(=CC=C1)C(F)(F)F)C